Cl.ClC=1C=CC(=C(CN[C@H]2CNCC2)C1)OCC (R)-N-(5-chloro-2-ethoxybenzyl)pyrrolidin-3-amine hydrochloride